4-butyl-1,3-bis(4-fluorophenyl)-N-(3-methoxypropyl)-5-methyl-4,5-dihydro-1H-pyrazole-5-carboxamide C(CCC)C1C(=NN(C1(C(=O)NCCCOC)C)C1=CC=C(C=C1)F)C1=CC=C(C=C1)F